FC(C1=C(C=NC=C1)N1C[C@H](CCC1)CN1[C@@H]([C@H]([C@@H]([C@H](C1)OCC1=CC=CC=C1)OCC1=CC=CC=C1)OCC1=CC=CC=C1)C)(F)F 4-(trifluoromethyl)-3-((R)-3-(((2R,3R,4R,5S)-3,4,5-tris(benzyloxy)-2-methylpiperidin-1-yl)methyl)piperidin-1-yl)pyridine